N1,N1-diethyl-N2,N2-dimethylethane-1,2-diamine C(C)N(CCN(C)C)CC